COC1=CC(=CC2=C1C([C@@](O2)([C@@H](C=C)C=2SC=CC2)C2=CC=CC=C2)=O)OC (R)-4,6-dimethoxy-2-phenyl-2-((R)-1-(2-thienyl)allyl)benzofuran-3(2H)-one